1,6-bis(t-butyl-peroxycarbonyloxy)hexane (2R,3S,4S)-4-hydroxy-2-{[4-(1,3-oxazol-5-yl)phenyl]methyl}pyrrolidin-3-yl-N-{2-[(2R)-pyrrolidin-2-yl]ethyl}carbamate O[C@@H]1[C@H]([C@H](NC1)CC1=CC=C(C=C1)C1=CN=CO1)N(C(O)=O)CC[C@@H]1NCCC1.C(C)(C)(C)OOC(=O)OCCCCCCOC(=O)OOC(C)(C)C